3-(tert-Butyl)-1-(1-methylpiperidin-4-yl)-1H-pyrazol-5-amine C(C)(C)(C)C1=NN(C(=C1)N)C1CCN(CC1)C